N4-(1H-pyrazolo[4,3-c]pyridin-6-yl)pyrimidine-4,6-diamine N1N=CC=2C=NC(=CC21)NC2=NC=NC(=C2)N